2-(2-hydroxypropan-2-yl)-5-methylcyclohexan-1-ol OC(C)(C)C1C(CC(CC1)C)O